5-chloro-N-((1r,4r)-4-((3-(3-chloropyridin-4-yl)-2-oxo-2,3-dihydro-1H-benzo[d]imidazol-1-yl)methyl)cyclohexyl)-2-(trifluoromethyl)nicotinamide ammonium chloride [Cl-].[NH4+].ClC=1C=NC(=C(C(=O)NC2CCC(CC2)CN2C(N(C3=C2C=CC=C3)C3=C(C=NC=C3)Cl)=O)C1)C(F)(F)F